N[C@H]1C2N(CC1CC2)C(=O)C2=CC1=C(N(C(=N1)C1=CC=3C(=NC(=CC3)C3=C(C=C(C=N3)O)C)N1CC1CC1)C)C(=C2)OC 6-(2-{5-[(7R)-7-amino-2-azabicyclo[2.2.1]heptane-2-carbonyl]-7-methoxy-1-methyl-1H-1,3-benzodiazol-2-yl}-1-(cyclopropylmethyl)-1H-pyrrolo[2,3-b]pyridin-6-yl)-5-methylpyridin-3-ol